C(CCCCCCCCCCCCCCCC)C1=CC2=NC3=CC=CC=C3SC2=CC1=O 2-heptadecyl-3H-phenothiazin-3-one